O(C1=CC=CC=C1)C1=CC=C(C=C1)C1CC(NC=2N=CNC(C21)=O)=O 5-(4-phenoxyphenyl)-5,6-dihydropyrido[2,3-d]pyrimidine-4,7(3h,8h)-dione